IC=1C(=C(C=CC1)N1C=CC(C2=CC=CC=C12)=O)C1=CC=C(C=C1)C 3-iodo-2-p-tolylphenyl-quinolin-4(1H)-one